(4-{4-amino-7-[1-(2-methoxyethyl)piperidin-4-yl]pyrrolo[2,1-f][1,2,4]triazin-5-yl}-3-fluorophenyl)-2-oxo-1-phenyl-1,2-dihydropyridine-3-carboxamide NC1=NC=NN2C1=C(C=C2C2CCN(CC2)CCOC)C2=C(C=C(C=C2)C2=C(C(N(C=C2)C2=CC=CC=C2)=O)C(=O)N)F